FC1=CC=C(C=C1)C=1C=C(C=NC1)C(=O)N1[C@H]2[C@H](OCC1)CCCC2 (5-(4-fluorophenyl)pyridin-3-yl)((4ar,8ar)-octahydro-4H-benzo[b][1,4]oxazin-4-yl)methanone